CC1=CC(=NC=C1)NC(C1=CC(=NC=C1)N1C=NN=C1)=O N-(4-methylpyridin-2-yl)-2-(4H-1,2,4-triazol-4-yl)isonicotinamide